CO\N=C\C1=C(C(=C(C(=C1O)C\C=C(\C=C\[C@@]1([C@H]([C@H](CC[C@H]1C)NC1CC1)C)C)/C)OC)Cl)C (E)-3-chloro-5-((2E,4E)-5-((1R,2R,3S,6R)-3-(cyclopropylamino)-1,2,6-trimethylcyclohexyl)-3-methylpenta-2,4-dien-1-yl)-6-hydroxy-4-methoxy-2-methylbenzaldehyde O-methyloxime